OC1(CCCCC1)C1=C(C=CC=C1)C(=O)C1=C(C=CC=C1)C1(CCCCC1)O 1-hydroxy-cyclohexyl-phenylketone